NC(C(=O)O)CSSCC(C(=O)O)N 3,3'-dithio-bis(2-aminopropionic acid)